(R)-(7-((4-(ethylamino)-3-(trifluoromethyl)-1H-pyrrolo[2,3-b]pyridin-6-yl)amino)-2,3-dihydrobenzo-furan-4-yl)(2-methylmorpholino)methanone C(C)NC1=C2C(=NC(=C1)NC1=CC=C(C=3CCOC31)C(=O)N3C[C@H](OCC3)C)NC=C2C(F)(F)F